C(C)(=O)C=1C(NC2=CC=C(C=C2C1C)Br)=O 3-acetyl-6-bromo-4-methylquinolin-2(1H)-one